Cl.N[C@@H]1C\C=C/CC(S[C@@H]2[C@@H]([C@H]([C@H]([C@@H]1O2)O)O)O)CN=[N+]=[N-] (1R,8R,9R,10R,11S,12R,Z)-8-amino-3-(azidomethyl)-13-oxa-2-thiabicyclo[7.3.1]tridec-5-ene-10,11,12-triol hydrochloride